(R)-1-(3-(3-chloro-5-(2-methyl-2H-tetrazol-5-yl)phenyl)morpholino)prop-2-en-1-one ClC=1C=C(C=C(C1)C=1N=NN(N1)C)[C@@H]1COCCN1C(C=C)=O